pyrrolidine-1,2-dicarboxylic acid 1-(tert-butyl) ester 2-methyl ester COC(=O)C1N(CCC1)C(=O)OC(C)(C)C